CN1N=C(C=C1C=1C=2N(C(=NC1)NCC1=C(C=CC3=C1CCO3)F)C=C(N2)C(C)NC(OC(C)(C)C)=O)C tert-butyl (1-(8-(1,3-dimethyl-1H-pyrazol-5-yl)-5-(((5-fluoro-2,3-dihydrobenzofuran-4-yl)methyl)amino)imidazo[1,2-c]pyrimidin-2-yl)ethyl)carbamate